N-(2-((R)-3-(dimethylamino)pyrrolidine-1-yl)-4-methoxy-5-((6-((R)-3-(6-methylpyridine-3-yl)isoxazolidine-2-yl)pyrimidine-4-yl)amino)phenyl)acrylamide CN([C@H]1CN(CC1)C1=C(C=C(C(=C1)OC)NC1=NC=NC(=C1)N1OCC[C@@H]1C=1C=NC(=CC1)C)NC(C=C)=O)C